FC=1C=C(C2=C(C=C(O2)CNC(=O)C=2C=NN3C2N=CC=C3)C1)C(=O)OC1CCC1 Cyclobutyl 5-fluoro-2-((pyrazolo[1,5-a]pyrimidine-3-carboxamido)methyl)benzofuran-7-carboxylate